FC=1C(=C(C=O)C=C(C1)\C=C\C1=CC=C(C=C1)N1C=NNC1=O)O (E)-3-fluoro-2-hydroxy-5-(4-(5-oxo-1,5-dihydro-4H-1,2,4-triazol-4-yl)styryl)benzaldehyde